4-(4-acetylphenyl)-1,2,4-triazolan-3,5-dione C(C)(=O)C1=CC=C(C=C1)N1C(NNC1=O)=O